BrC=1N=C(C=2N(C1)C(=CN2)F)N2CCC(CC2)(F)F 6-Bromo-8-(4,4-difluoropiperidin-1-yl)-3-fluoroimidazo[1,2-a]pyrazine